(R)-6-chloro-3-((1-(2-(4-(2-methoxy-6-methylpyrimidin-4-yl)piperazin-1-yl)-3,6-dimethyl-4-oxo-3,4-dihydroquinazolin-8-yl)ethyl)amino)-N-(methylsulfonyl)picolinamide ClC1=CC=C(C(=N1)C(=O)NS(=O)(=O)C)N[C@H](C)C=1C=C(C=C2C(N(C(=NC12)N1CCN(CC1)C1=NC(=NC(=C1)C)OC)C)=O)C